O(O)C(\C=C(/C(=O)O)\C)=O (2Z)-4-hydroperoxy-2-methyl-4-oxobut-2-enoic acid